tert-butyl 4-(6-bromo-3-nitro-2,3-dihydro-2-pyridyl)-4-cyano-1-piperidinecarboxylate BrC=1C=CC(C(N1)C1(CCN(CC1)C(=O)OC(C)(C)C)C#N)[N+](=O)[O-]